C(C)(C)(C)OC(=O)N1CC(CC1)N.FC(C1=CC=C(C=C1)C(C(O)O)=O)(F)F 1-(4-trifluoromethyl-phenyl)-2,2-dihydroxyethanone tert-butyl-3-aminopyrrolidine-1-carboxylate